5-[4-[[4-(2-Aminoethoxy)cyclohexylmethyl]piperazin-1-yl]-3-methyl-2-oxo-benzimidazol-1-yl]piperidine-2,6-dione NCCOC1CCC(CC1)CC1N(CCNC1)C1=CC=CC=2N(C(N(C21)C)=O)C2CCC(NC2=O)=O